COCOC1=CC=C(C=C1)C=CC(C=CCCC1=CC=C(C=C1)OC(C)=O)=O 1-(4-methoxymethoxyphenyl)-7-(4-acetoxyphenyl)-1,4-heptadien-3-one